2-(3-Methylcyclohex-2-en-1-yl)-3-prop-1-en-2-yloxy-5-propylphenol CC1=CC(CCC1)C1=C(C=C(C=C1OC(=C)C)CCC)O